N1C(=NC2=C1C=CC=C2)C2=C(C(=CC=C2)Cl)C=2C(=CC(=CC2)C(N[C@@H](C2CC2)C2=CC=C(C=C2)Cl)=O)C(=O)O (S)-2'-(1H-1,3-benzodiazol-2-yl)-6'-chloro-4-{[(4-chlorophenyl)(cyclopropyl)methyl]carbamoyl}-[1,1'-biphenyl]-2-carboxylic acid